ClC1=CC=C(C=N1)C=1N(C(C2=C(N1)C(=NC=C2)C=2C=NC=CC2)=O)[C@H]2C[C@H](CC2)O (6-chloropyridin-3-yl)-3-((1r,3s)-3-hydroxycyclopentyl)-8-(pyridin-3-yl)pyrido[3,4-d]pyrimidin-4(3H)-one